ClC(C(CC(=O)[O-])=O)(F)F chloro-4,4-difluoroacetoacetate